5-bromo-4-hexyl-2-anisaldehyde BrC1=C(C=C(C(C=O)=C1)OC)CCCCCC